CC=1C=C(C(=O)NCC(=O)N2CCC(CC2)C(=O)O)C=CC1C 1-(2-(3,4-dimethylbenzamido)acetyl)piperidine-4-carboxylic acid